2-methoxy-5-(2-oxopropyl)benzenesulfonyl chloride COC1=C(C=C(C=C1)CC(C)=O)S(=O)(=O)Cl